FC=1C=C(C=C(C1)F)C1CC=NN1C(=O)C12CC(C1)(C2)CN2C(=NC1=C2C=CC(=C1)F)C (5-(3,5-difluorophenyl)-4,5-dihydro-1H-pyrazol-1-yl)(3-((5-fluoro-2-methyl-1H-benzo[d]imidazol-1-yl)-methyl)bicyclo[1.1.1]pentan-1-yl)methanone